CC=1C=C(CNC2=CC=C(C=C2)CC(=O)NCC2=CC3=CC=CC=C3C=C2)C=CC1 2-(4-((3-methylbenzyl)amino)phenyl)-N-(naphthalen-2-ylmethyl)acetamide